N1CCC(CC1)C(=O)OC(C)(C)C tert-butyl 4-piperidinylcarboxylate